(rac)-(3-aminophenyl)(imino)(methyl)-λ6-sulfanone NC=1C=C(C=CC1)[S@](=O)(C)=N |r|